3-(3-chlorophenoxy)-N-(pyrazolo[1,5-a]pyridin-5-ylmethyl)propan-1-amine ClC=1C=C(OCCCNCC2=CC=3N(C=C2)N=CC3)C=CC1